C(C)(C)(C)OC(=O)N1[C@H]2CC(C[C@@H]1CC2)N.ClC=2N=CC1=C(C=CC(=C1C2)C(C)C)N2CC(C2)CS(=O)(=O)C 3-chloro-5-isopropyl-8-[3-(methylsulfonylmethyl)azetidin-1-yl]isoquinoline tert-butyl-(1R,3s,5S)-3-amino-8-azabicyclo[3.2.1]octane-8-carboxylate